C(C)(C)(C)OC(=O)N1CCN(CC1)C1=NC=2C(CN(CC2C=C1)CC1=CC=CC=C1)C(F)(F)F 4-(6-benzyl-8-(trifluoromethyl)-5,6,7,8-tetrahydro-1,6-naphthyridin-2-yl)piperazine-1-carboxylic acid tert-butyl ester